C(=O)(O)CCN1C(=O)NC(=O)C(C)=C1 1-(2-carboxyethyl)thymine